NC1=C(CNC2CCC(CC2)O)C=C(C=C1Br)Br 2-amino-3,5-dibromo-N-(4-hydroxycyclohexyl)benzylamine